N-(4-carboxybenzyl)-L-aspartic acid C(=O)(O)C1=CC=C(CN[C@@H](CC(=O)O)C(=O)O)C=C1